tert-Butyl (3-nitrobenzyl) sulfide [N+](=O)([O-])C=1C=C(CSC(C)(C)C)C=CC1